N-(38-Oxo-2,5,8,11,14,17,20,23,26,29,32,35-dodecaoxaoctatriacontan-38-yl)-L-alanyl-L-alanyl-L-asparagine O=C(CCOCCOCCOCCOCCOCCOCCOCCOCCOCCOCCOCCOC)N[C@@H](C)C(=O)N[C@@H](C)C(=O)N[C@@H](CC(N)=O)C(=O)O